N-(tert-butyl)-4-(2-(4-((2-methoxyethoxy)methoxy)-3-(methylsulfonylamino)phenyl)-1-oxo-1,2,3,4-tetrahydroisoquinolin-6-yl)benzamide C(C)(C)(C)NC(C1=CC=C(C=C1)C=1C=C2CCN(C(C2=CC1)=O)C1=CC(=C(C=C1)OCOCCOC)NS(=O)(=O)C)=O